COC(=O)C1(C(C2=C(OC3=C2C=CC=C3)C1)C1=CC=CC=C1)C(=O)[O-] methyl-1-phenyl-1,3-dihydro-2H-cyclopenta[b]benzofuran-2,2-dicarboxylate